palmityl arachidate C(CCCCCCCCCCCCCCCCCCC)(=O)OCCCCCCCCCCCCCCCC